1-(6-(3,3-difluoropiperidin-4-yl)-1-methyl-1H-indazol-3-yl)dihydropyrimidine-2,4(1H,3H)-dione hydrochloride Cl.FC1(CNCCC1C1=CC=C2C(=NN(C2=C1)C)N1C(NC(CC1)=O)=O)F